1-((1-(azetidin-3-ylmethyl)-3-(4-(trifluoromethoxy)phenyl)-1H-indol-5-yl)methyl)piperidin N1CC(C1)CN1C=C(C2=CC(=CC=C12)CN1CCCCC1)C1=CC=C(C=C1)OC(F)(F)F